(S)-2-((5-(2-((5,6-diethyl-2,3-dihydro-1H-inden-2-yl)amino)-1-hydroxyethyl)-2-oxo-1,2-dihydroquinolin-8-yl)oxy)acetamide C(C)C=1C=C2CC(CC2=CC1CC)NC[C@@H](O)C1=C2C=CC(NC2=C(C=C1)OCC(=O)N)=O